4-(4-(imidazo[1,2-a]pyridin-6-yl)phenyl)-N-(pyridin-3-yl)butanamide N=1C=CN2C1C=CC(=C2)C2=CC=C(C=C2)CCCC(=O)NC=2C=NC=CC2